C(C(=O)N)(=O)N oxalic acid diamide